CC=1C(=C2C=CNC2=C(C1)C)O[C@H]1[C@@H](CCCC1)C1=CC=C(C(=O)O)C=C1 |r| racemic-4-((1S*-2R*)-2-((5,7-dimethyl-1H-indol-4-yl)oxy)cyclohexyl)benzoic acid